N1C(=NC2=C1C=CC=C2)NC(=O)NC2=CC=C(C=C2)[N+](=O)[O-] 1-(1H-benzo[d]imidazol-2-yl)-3-(4-nitrophenyl)urea